OC1=CC=CC=2C(=NOC21)CC(=O)OCC ethyl 2-(7-hydroxybenzo[d]isoxazol-3-yl)acetate